C(C)(C)(C)OC(=O)N1[C@@H](C[C@@H](C1)OC1=CC(=CC=C1)C=1C2=C(N(N=C2C=CC1)C)CCCNCCCO)C(=O)O (2S,4S)-1-tert-butoxycarbonyl-4-[3-[3-[3-(3-hydroxypropylamino)propyl]-2-methyl-indazol-4-yl]phenoxy]pyrrolidine-2-carboxylic acid